4-(2-Ethoxy-2-oxido-5-(phenylselanyl)-3,4-dihydro-1,2-oxaphosphinin-6-yl)benzyl 4-(N,N-dipropylsulfamoyl)benzoate C(CC)N(S(=O)(=O)C1=CC=C(C(=O)OCC2=CC=C(C=C2)C2=C(CCP(O2)(=O)OCC)[Se]C2=CC=CC=C2)C=C1)CCC